methylenebis(4,6-di-t-butylphenyl) (2,4-di-t-butylphenyl) phosphite P1(OC2=C(C=C(C=C2C(C)(C)C)C(C)(C)C)CC2=C(C(=CC(=C2)C(C)(C)C)C(C)(C)C)O1)OC1=C(C=C(C=C1)C(C)(C)C)C(C)(C)C